(3,4-dimethoxybenzyl)-5-(2-methylsulfonyl-6-trifluoromethylpyrimidin-4-yl)pyridine COC=1C=C(CC2=NC=C(C=C2)C2=NC(=NC(=C2)C(F)(F)F)S(=O)(=O)C)C=CC1OC